C1(CC1)NC(=O)C=1C=C2C(=NC1)NC=C2C2=CC(=CC(=C2)OC(C)C)CNC2=NC=CC=C2C(N(C)C)=O N-cyclopropyl-3-[3-({[3-(dimethylcarbamoyl)pyridin-2-yl]amino}methyl)-5-(propan-2-yloxy)phenyl]-1H-pyrrolo[2,3-b]pyridine-5-carboxamide